(Z)-non-2-en-1-yl 6-hydroxyhexanoate OCCCCCC(=O)OC\C=C/CCCCCC